2-(5-Fluoro-2-pyridyl)-6,6-dimethyl-3-(6-methylpyrazolo[1,5-a]pyridin-5-yl)-5,7-dihydropyrazolo[5,1-b][1,3]oxazine FC=1C=CC(=NC1)C1=NN2C(OCC(C2)(C)C)=C1C1=CC=2N(C=C1C)N=CC2